O1CCC(=CC1)C1=CC=C(C=N1)C1=NNC2=CC=C(C=C12)O[C@H](C)C1=C2C(=NC=C1F)NC=C2 (R)-3-(6-(3,6-dihydro-2H-pyran-4-yl)pyridin-3-yl)-5-(1-(5-fluoro-1H-pyrrolo[2,3-b]pyridin-4-yl)ethoxy)-1H-indazole